3-(6-chloro-[1,2,4]triazolo[4,3-a]pyridin-7-yl)propan-1-ol ClC=1C(=CC=2N(C1)C=NN2)CCCO